4-(trifluoromethyl)-1,3-dihydro-2H-benzo[d]imidazol-2-one FC(C1=CC=CC=2NC(NC21)=O)(F)F